OCC[C@@H](C)NC(=O)C1=CC2=CC=CC(=C2C=C1)OC1=CC=C(C=C1)C(F)(F)F (R)-N-(4-hydroxybutan-2-yl)-5-(4-(trifluoromethyl)phenoxy)-2-naphthamide